N-(2-hydroxyethyl)-N'-2-propenylthiourea OCCNC(=S)NCC=C